C(C1=CC=CC=C1)OC1=C(C=C(C=C1Cl)Br)Cl 2-benzyloxy-5-bromo-1,3-dichloro-benzene